ClC1=CNC=2N=C(N=C(C21)NCC2CCC2)NC2=CC=C(C1=C2OCCO1)C(=O)N1CCOCC1 (8-((5-chloro-4-((cyclobutylmethyl)amino)-7H-pyrrolo[2,3-d]pyrimidin-2-yl)amino)-2,3-dihydrobenzo[b][1,4]dioxin-5-yl)(morpholino)methanone